1-(4-fluorophenyl)-2-(benzenesulfonyl)ethan-1-amine FC1=CC=C(C=C1)C(CS(=O)(=O)C1=CC=CC=C1)N